2-methyl-4-((4-(1-methyl-1H-indol-3-yl)pyrimidin-2-yl)oxy)-N-(4-(2-nitro-1H-imidazol-1-yl)butyl)aniline CC1=C(NCCCCN2C(=NC=C2)[N+](=O)[O-])C=CC(=C1)OC1=NC=CC(=N1)C1=CN(C2=CC=CC=C12)C